tert-butyl 4-allyl-4-(hydroxymethyl)piperidine-1-carboxylate C(C=C)C1(CCN(CC1)C(=O)OC(C)(C)C)CO